7-methyl-2H-spiro[1-benzofuran-3,1'-cyclopropan]-4-ol CC=1C=CC(=C2C1OCC21CC1)O